NC1=CC=C(C(=C1C(=O)OC(C)(C)C)C)OC1=C(C(=CC(=C1F)N(S(=O)(=O)CCC)S(=O)(=O)CCC)F)F tert-butyl 6-amino-2-methyl-3-(2,3,6-trifluoro-5-(N-(propylsulfonyl)propylsulfonamido)phenoxy)benzoate